2-(4-fluoro-2-isopropyl-6-(2-methoxypyridin-4-yl)phenyl)acetic acid FC1=CC(=C(C(=C1)C1=CC(=NC=C1)OC)CC(=O)O)C(C)C